3-nitro-4H-benzo[e][1,2]oxazine-4-one [N+](=O)([O-])C1=NOC2=C(C1=O)C=CC=C2